(2S)-1-(3-{3-[1-(4-amino-3-methyl-1H-pyrazolo[3,4-d]pyrimidin-1-yl)ethyl]-5-chloro-2-ethoxy-6-fluorophenyl}azetidin-1-yl)propan-2-ol NC1=C2C(=NC=N1)N(N=C2C)C(C)C=2C(=C(C(=C(C2)Cl)F)C2CN(C2)C[C@H](C)O)OCC